(R)-(2-Amino-4-methyl-6,7-dihydrothiazolo[5,4-c]pyridin-5(4H)-yl)(7-chloro-1H-benzo[d]imidazol-2-yl)methanone NC=1SC=2[C@H](N(CCC2N1)C(=O)C1=NC2=C(N1)C(=CC=C2)Cl)C